27-hydroxyoctacosanoic acid OC(CCCCCCCCCCCCCCCCCCCCCCCCCC(=O)O)C